FC(C(=O)O)(F)F.FC1(CC(C1)N1C=C2C(=NN=C(C2=CC1=O)C)N[C@H](C)C1=C(C(=CC=C1)C(F)F)F)F (R)-6-(3,3-difluorocyclobutyl)-4-((1-(3-(difluoromethyl)-2-fluorophenyl)ethyl)amino)-1-methylpyrido[3,4-d]pyridazin-7(6H)-one trifluoroacetate salt